4,4'-dichloro-2-iodo-2'-selenocyano-1,1'-biphenyl ClC1=CC(=C(C=C1)C1=C(C=C(C=C1)Cl)[Se]C#N)I